O1-[2-[1-(2-chloroethyl)-4-piperidinyl] ethyl] O5-(2-hexyldecyl) glutarate C(CCCC(=O)OCC(CCCCCCCC)CCCCCC)(=O)OCCC1CCN(CC1)CCCl